NCCCNC(CCCCCCCCCCC)=O N-(3-aminopropyl)-lauramide